(1R,2S)-1-(6-bromo-2-methoxyquinolin-3-yl)-4-(dimethylamino)-2-(1-naphthyl)-1-phenyl-butan-2-ol BrC=1C=C2C=C(C(=NC2=CC1)OC)[C@H]([C@](CCN(C)C)(O)C1=CC=CC2=CC=CC=C12)C1=CC=CC=C1